FC=1C=C(NC2=C(C(=NC=C2)C(=O)NC(C)C=2OC(=CN2)C)OC)C=C(C1)F (3,5-difluoroanilino)-3-methoxy-N-[1-(5-methyloxazol-2-yl)ethyl]pyridine-2-carboxamide